6-iodo-N-(1-methyl-4-piperidyl)-3-(2,2,2-trifluoroethyl)imidazo[1,2-a]pyridin-8-amine IC=1C=C(C=2N(C1)C(=CN2)CC(F)(F)F)NC2CCN(CC2)C